NC1=CC=C(C=C1)C(C)(C)C1=CC=C(C=C1)C(C)(C1=CC=C(C=C1)N)C 1,4-bis(1-(4-aminophenyl)-1-methylethyl)benzene